C(N)(=O)C=1C(=NC(=C(N1)CC)N(C)CC)NC=1C=C(CCNC(OC(C)(C)C)=O)C=CC1 tert-butyl (3-((3-carbamoyl-5-ethyl-6-(ethyl(methyl)amino) pyrazin-2-yl)amino)phenethyl)carbamate